C(C=C)N(C(OC(C)(C)C)=O)C1(CC1)CC=C tert-Butyl 2-propen-1-yl[1-(2-propen-1-yl)cyclopropyl]carbamate